6-chloro-1-(cyclobutylmethyl)-1H-pyrazolo[3,4-d]pyrimidine ClC1=NC=C2C(=N1)N(N=C2)CC2CCC2